FC(CN(C1=NC=2N(C3=CC=C(C=C13)F)C(=NN2)C)C2=C(C(=CC=C2)C#CC2(CC2)C(F)F)F)F N-(2,2-difluoroethyl)-N-[3-[2-[1-(difluoromethyl)cyclopropyl]ethynyl]-2-fluoro-phenyl]-7-fluoro-1-methyl-[1,2,4]triazolo[4,3-a]quinazolin-5-amine